N-[(6-Amino-2-pyridyl)sulfonyl]-6-(1,4-dioxaspiro[4.5]dec-8-en-9-yl)-2-(2,4,6-trimethylphenoxy)pyridin-3-carboxamid NC1=CC=CC(=N1)S(=O)(=O)NC(=O)C=1C(=NC(=CC1)C1=CCCC2(OCCO2)C1)OC1=C(C=C(C=C1C)C)C